[Br-].C12CCC(CC1)CC2 bicyclo[2.2.2]Octane bromide